(S)-N-(3,5-difluoro-4-((6-((1-hydroxy-propan-2-yl)oxy)-7-methoxy-1,5-naphthyridin-4-yl)oxy)phenyl)-4-methoxynicotinamide FC=1C=C(C=C(C1OC1=CC=NC2=CC(=C(N=C12)O[C@H](CO)C)OC)F)NC(C1=CN=CC=C1OC)=O